C(C1=CC=CC=C1)OC1=CN2C(=C(C=C2C=C1)C)C(=O)NC(CO)(CC(F)F)C 6-(benzyloxy)-N-(4,4-difluoro-1-hydroxy-2-methylbutan-2-yl)-2-methylindolizine-3-carboxamide